CC1CN(CC1)CCN 2-(3-methylpyrrolidin-1-yl)ethylamine